N,N'-divinyl-imidazolidinone Bis(7-(nonanoyloxy)heptyl)((2-(dimethylamino)ethoxy)carbonyl)-L-glutamate C(CCCCCCCC)(=O)OCCCCCCC[C@](N(C(=O)OCCN(C)C)CCCCCCCOC(CCCCCCCC)=O)(CCC(=O)O)C(=O)O.C(=C)N1C(N(CC1)C=C)=O